2-((1S,2S)-2-aminocyclohexyl)-N-benzyl-5-chloro-3-(prop-1-yn-1-yl)thieno[3,2-b]pyridin-7-amine N[C@@H]1[C@H](CCCC1)C1=C(C2=NC(=CC(=C2S1)NCC1=CC=CC=C1)Cl)C#CC